N,N-di-n-butylamine C(CCC)NCCCC